C1(=CC=CC=C1)C1(CC(C1)=O)C(CCCC)B1OC(C(O1)(C)C)(C)C 3-phenyl-3-(1-(4,4,5,5-tetramethyl-1,3,2-dioxaborolan-2-yl)pentyl)cyclobutan-1-one